COC1=C(C=C2C3=C(N(C2=C1)C)C(=NC=C3)C)C3=CC=C(C=C3)NC(CC)=O N-(4-(7-methoxy-1,9-dimethyl-9H-pyrido[3,4-b]indol-6-yl)phenyl)propanamide